OC1=C(C=CC=C1)C1=CC(=CN=N1)N1CCC(CC1)(C(=O)NC1CCC(CC1)NCC1CCN(CC1)C1=CC=C(C=C1)[C@@H]1C(NC(CC1)=O)=O)C1=CC=CC=C1 |r| 1-[6-(2-HYDROXYPHENYL)PYRIDAZIN-4-YL]-4-PHENYL-N-[(1R,4R)-4-{[(1-{4-[(3RS)-2,6-DIOXOPIPERIDIN-3-YL]PHENYL}PIPERIDIN-4-YL)METHYL]AMINO}CYCLOHEXYL]PIPERIDINE-4-CARBOXAMIDE